[F-].[F-].[F-].[F-].C(CCCCC)C(CCC)P(CCCC)CCCC.[B+3] boron hexyl-tributylphosphine tetrafluoride